ClCCOC(=O)C1CCCC1 cyclopentanecarboxylic acid-2-chloroethyl ester